[Si](C)(C)(C(C)(C)C)OCCSC=1N=NC(=CC1N)Cl 3-({2-[(tert-butyldimethylsilyl)oxy]ethyl}sulfanyl)-6-chloropyridazin-4-amine